ClC1=CC(=C(NC=2C(=C(C=NC2)CC#N)C)C=C1)F 2-[5-(4-chloro-2-fluoro-anilino)-4-methyl-3-pyridinyl]acetonitrile